N[C@H](C(=O)O)[C@H](C)C1=C(C(=CC=C1F)C)C (2s,3r)-2-amino-3-(6-fluoro-2,3-dimethylphenyl)butyric acid